ClC=1C=CC(=NC1)[C@]1(OC2=C(O1)C=CC=C2C2C1CN(CC21)CC2=NC1=C(N2C[C@H]2OCC2)C=C(C=C1)C(=O)O)C 2-((6-((R)-2-(5-chloropyridin-2-yl)-2-methylbenzo[d][1,3]dioxol-4-yl)-3-azabicyclo[3.1.0]hexan-3-yl)methyl)-1-(((S)-oxetan-2-yl)methyl)-1H-benzo[d]imidazole-6-carboxylic acid